COC[C@@H](N)C1=CC=CC=C1 (S)-2-methoxy-1-phenylethane-1-amine